N-[3-[2-(difluoromethoxy)-5-[1-[rac-(3S)-1-methylpyrrolidin-3-yl]pyrazol-4-yl]oxy-phenyl]-1-methyl-pyrazol-4-yl]pyrazolo[1,5-a]pyrimidine-3-carboxamide FC(OC1=C(C=C(C=C1)OC=1C=NN(C1)[C@@H]1CN(CC1)C)C1=NN(C=C1NC(=O)C=1C=NN2C1N=CC=C2)C)F |r|